9-(3-chlorophenyl)-2-(2-morpholinopyrimidin-5-yl)-6,7,8,9-tetrahydrobenzo[4,5]imidazo[1,2-a]pyridin-9-ol ClC=1C=C(C=CC1)C1(CCCC=2N=C3N(C=C(C=C3)C=3C=NC(=NC3)N3CCOCC3)C21)O